C(C)(C)(C)C1=CC(=C(C=C1)C=1NC2=CC=NC=C2C(C1)=O)C 2-(4-tert-butyl-2-methyl-phenyl)-1H-1,6-naphthyridin-4-one